3-(dimethylamino)-1-phenyl-2-propen-1-one CN(C=CC(=O)C1=CC=CC=C1)C